Ruthenium Chloride hydrate O.[Ru](Cl)(Cl)Cl